O(C1=CC=CC=C1)C(=O)C1=CC=C(C(=O)O)C=C1 4-phenoxycarbonyl-benzoic acid